3-(7-acetyl-4-amino-3-((1-methyl-1H-benzo[d]imidazol-5-yl)ethynyl)-1H-pyrazolo[4,3-c]pyridin-1-yl)pyrrolidine C(C)(=O)C=1C2=C(C(=NC1)N)C(=NN2C2CNCC2)C#CC2=CC1=C(N(C=N1)C)C=C2